ClC=1C=CC=C2C=CC=C(C12)C1=C(C=2N=C(N=C(C2C=N1)N1CC2CC(C(C1)N2)O)OCCC2=NC=C(C=C2)F)F 3-(7-(8-chloronaphthalen-1-yl)-8-fluoro-2-(2-(5-fluoropyridin-2-yl)ethoxy)pyrido[4,3-d]pyrimidine-4-yl)-3,8-diazabicyclo[3.2.1]octan-6-ol